2-(1-(3-(6-chloro-3-(1H-imidazol-1-yl)-5-methoxy-1-methyl-1H-pyrrolo[3,2-b]-pyridin-2-yl)-1H-1,2,4-triazol-5-yl)-2,2,2-trifluoroethoxy)-ethan-1-ol ClC=1C=C2C(=NC1OC)C(=C(N2C)C2=NNC(=N2)C(C(F)(F)F)OCCO)N2C=NC=C2